2-chloro-4-fluoro-3-iodoaniline ClC1=C(N)C=CC(=C1I)F